C(C(C)C)C1=CC=CC=2N=C(OC21)CN2C(C(=CC=C2)[N+](=O)[O-])=O 1-((7-isobutylbenzo[d]oxazol-2-yl)methyl)-3-nitropyridin-2(1H)-one